Br\C(=C(\CC(F)F)/F)\F Z-1-bromo-1,2,4,4-tetrafluorobut-1-ene